C(C)(C)(C)OC(=O)N1CC2CCC(C1)N2CC2=C(N=C1N2C=CC=C1)C1=CC=C(C=C1)Cl tert.-Butyl-8-{[2-(4-chlorophenyl)imidazo[1,2-a]pyridin-3-yl]methyl}-3,8-diazabicyclo[3.2.1]octane-3-carboxylate